NC1=NC2=C(C=CC=C2C(=N1)C=1N=NN(C1)CC=1C(N(C=CC1)[C@@H]1CC[C@H](CC1)O)=O)OC 3-{[4-(2-amino-8-methoxy-4-quinazolinyl)-1H-1,2,3-triazol-1-yl]methyl}-1-(trans-4-hydroxycyclohexyl)-1H-pyridin-2-one